N-(4-(Ethylsulfonyl)benzyl)-1-(2-(trifluoromethyl)benzyl)-1H-pyrrolo[2,3-b]pyridine-5-carboxamide C(C)S(=O)(=O)C1=CC=C(CNC(=O)C=2C=C3C(=NC2)N(C=C3)CC3=C(C=CC=C3)C(F)(F)F)C=C1